C(C)[C@@](C(=O)O)(CCC)C |r| (2RS)-2-ethyl-2-methylpentanoic acid